ethyl 5-morpholino-4,5-dioxopentanoate O1CCN(CC1)C(C(CCC(=O)OCC)=O)=O